(R)-N-(3-(2-((2-(aminomethyl)pyridin-4-yl)amino)-5-fluoropyrimidin-4-yl)-1H-indol-7-yl)-3-methoxy-2-(4-methylpiperazin-1-yl)propanamide NCC1=NC=CC(=C1)NC1=NC=C(C(=N1)C1=CNC2=C(C=CC=C12)NC([C@@H](COC)N1CCN(CC1)C)=O)F